ClC1=C(C(=CC(=C1)F)Cl)NC=1N(C2=NC(=NC=C2N1)N[C@@H]1COC[C@H]1O)C1CCC(CC1)C(=O)N (1S,4s)-4-(8-(2,6-dichloro-4-fluorophenylamino)-2-((3R,4S)-4-hydroxytetrahydrofuran-3-ylamino)-9H-purin-9-yl)cyclohexanecarboxamide